FC1=C(C=CC=C1)NC1=CC=C2C(=NNC2=C1)NC(C1=CC(=C(C=C1)C1CCN(CC1)C)OCC1COC1)=O N-(6-((2-fluorophenyl)amino)-1H-indazol-3-yl)-4-(1-methylpiperidin-4-yl)-3-(oxetan-3-ylmethoxy)benzamide